FC=1C=C(C=CC1N1C(CCC1)=O)C=1C=CC(=NC1)NC1=CC2=C(OC[C@H]3N2C(C2(C3)CC2)=O)N=C1 (S)-2'-((5-(3-fluoro-4-(2-oxopyrrolidin-1-yl)-phenyl)pyridin-2-yl)-amino)-6a',7'-dihydro-6'H,9'H-spiro[cyclopropane-1,8'-pyrido[2,3-b]-pyrrolo[1,2-d][1,4]-oxazin]-9'-one